3-(methoxy)propyltriethoxysilane COCCC[Si](OCC)(OCC)OCC